N-[(3S)-pyrrolidin-3-yl]carbamic acid N1C[C@H](CC1)NC(O)=O